COC(=O)C=1C(N(C2=CC(=CC=C2C1N)C)C=1C=NC(=CC1)C)=O 4-Amino-1-(6-methylpyridin-3-yl)-2-oxo-7-methyl-1,2-dihydroquinoline-3-carboxylic acid methyl ester